C(C)(C)NC(CCS(=O)(=O)O)C 3-isopropylaminobutane-1-sulfonic acid